C(C=C)N(C)C[C@]12C[C@H](N([C@@H]2C1)C(=O)OC(C)(C)C)C(=O)OCC 2-(tert-Butyl) 3-ethyl (1R,3S,5R)-5-((allyl(methyl)amino)methyl)-2-azabicyclo[3.1.0]hexane-2,3-dicarboxylate